manganese phosphate pyrophosphate [O-]P([O-])(=O)OP(=O)([O-])[O-].P(=O)([O-])([O-])[O-].[Mn+7]